C(C1=CC=CC=C1)OCCC1=CC2=C(N(C(O2)=O)C=2C(=NC(=CC2)OCC2=CC=CC=C2)OCC2=CC=CC=C2)C=C1 6-(2-(benzyloxy)ethyl)-3-(2,6-bis(benzyloxy)pyridin-3-yl)benzo[d]oxazol-2(3H)-one